3,5-difluoro-4-(hydroxymethyl)benzonitrile FC=1C=C(C#N)C=C(C1CO)F